ClCC1=CC=C(OCCNCC)C=C1 2-(4-(chloromethyl)phenoxy)-N,N-diethylamine